NC1=NC(=CC(=N1)N1CCC2(C[C@H](NC2)C(=O)O)CC1)O[C@@H](C(F)(F)F)C=1C=C(C=CC1N1N=C(C=C1)C)C1=CC=C(C=C1)C(=O)O (S)-8-(2-amino-6-((R)-1-(4'-carboxy-4-(3-methyl-1H-pyrazol-1-yl)-[1,1'-biphenyl]-3-yl)-2,2,2-trifluoroethoxy)pyrimidin-4-yl)-2,8-diazaspiro[4.5]decane-3-carboxylic acid